1-(6-bromo-1-methylindol-3-yl)-3-[(4-methoxyphenyl)methyl]hexahydropyrimidine-2,4-dione BrC1=CC=C2C(=CN(C2=C1)C)N1C(N(C(CC1)=O)CC1=CC=C(C=C1)OC)=O